FC1=CC=C(C=C1)N1N=CC2=C1C=C1CCN(C[C@]1(C2)[C@@H](O)C=2N(C=CN2)C)S(=O)(=O)C2=CC=C(C=C2)C(F)(F)F |&1:20| (R)-(1-(4-fluorophenyl)-6-((4-(trifluoromethyl)phenyl)sulfonyl)-4,4a,5,6,7,8-hexahydro-1H-pyrazolo[3,4-g]isoquinolin-4a-yl)(1-methyl-1H-imidazol-2-yl)-(R/S)-methanol